[1-(2-{[(tert-butyldimethylsilyl)oxy]methyl}-4-fluorophenyl)-3-chloro-1H-pyrazol-5-yl](1-ethyl-1H-pyrazol-4-yl)methanol [Si](C)(C)(C(C)(C)C)OCC1=C(C=CC(=C1)F)N1N=C(C=C1C(O)C=1C=NN(C1)CC)Cl